[Br-].C[N+]1(CCCC1)CCCCC 1-methyl-N-pentylpyrrolidinium bromide